C=C1NC(CCC1N1C(C2=CC=C(C=C2C1=O)NCCOC=1C=C(OCCNC(OCCCC)=O)C=CC1)=O)=C butyl N-[2-[3-(2-[[2-(2,6-dimethylidenepiperidin-3-yl)-1,3-dioxoisoindol-5-yl]amino]ethoxy)phenoxy]ethyl]carbamate